C(C)(C)(C)OC(=O)N1CC=2N=C(N=C(C2CC1)OC)OC[C@]12CCCN2C[C@@H](C1)F.CC(CC)N1C(CCC1)=O N-(2-butyl)pyrrolidone tert-butyl-2-(((2R,7aS)-2-fluorohexahydro-1H-pyrrolizin-7a-yl)methoxy)-4-methoxy-5,6-dihydropyrido[3,4-d]pyrimidine-7(8H)-carboxylate